4-[[3-fluoro-2-methoxy-propyl]-[4-(5,6,7,8-tetrahydro-1,8-naphthyridin-2-yl)butyl]amino]-2-[[2-(3-fluoro-2-pyridyl)acetyl]amino]butanoic acid FCC(CN(CCC(C(=O)O)NC(CC1=NC=CC=C1F)=O)CCCCC1=NC=2NCCCC2C=C1)OC